2-butenylphosphonic acid (1,1-dimethyl-2-propynyl) (methyl) ester COP(OC(C#C)(C)C)(=O)CC=CC